ethyl-isoxazole-4-carboxylic acid [7-methoxy-4-(tetrahydropyran-4-yl)-1H-benzoimidazol-2-yl]-amide COC1=CC=C(C2=C1NC(=N2)NC(=O)C=2C(=NOC2)CC)C2CCOCC2